7-(4-{4-[4-(1,3-Dioxolan-2-yl)piperidin-1-yl]phenyl}piperidin-1-yl)-1H-indole-3-carbonitrile O1C(OCC1)C1CCN(CC1)C1=CC=C(C=C1)C1CCN(CC1)C=1C=CC=C2C(=CNC12)C#N